NC=1N=NC(=CC1N1CC2CCC(C1)N2C2=CC(=NC=C2)OC2CC(C2)OC2CCN(CC2)C(=O)OC(C)(C)C)Cl tert-butyl 4-[3-[[4-[3-(3-amino-6-chloro-pyridazin-4-yl)-3,8-diazabicyclo[3.2.1]octan-8-yl]-2-pyridyl]oxy]cyclobutoxy]piperidine-1-carboxylate